FC(C(=O)O)(F)F.ClC1=C(C(=O)N2CCN(CC2)C(=O)C2CCN(CC2)CC(=O)O)C=CC(=C1)NC(=O)C=1N(C(=CN1)C1=C(C(=C(C=C1)OC)F)F)C 2-[4-[4-[2-chloro-4-[[5-(2,3-difluoro-4-methoxy-phenyl)-1-methyl-imidazole-2-carbonyl]amino]benzoyl]piperazine-1-carbonyl]-1-piperidyl]acetic acid trifluoroacetate